3-[6-[[2-(benzyloxycarbonylamino)acetyl]amino]-3-pyridinyl]-1-(benzyloxycarbonylsulfamoyl)pyrrole-2-carboxylic acid benzyl ester sodium salt [Na].C(C1=CC=CC=C1)OC(=O)C=1N(C=CC1C=1C=NC(=CC1)NC(CNC(=O)OCC1=CC=CC=C1)=O)S(NC(=O)OCC1=CC=CC=C1)(=O)=O